CC=1SC=2N3C(=NN=C3[C@@H](N=C(C2C1C)C1=CC=C(C=C1)C#CC1CCN(CC1)C(=O)OC(C)(C)C)CC=1OC=CN1)C tert-butyl 4-[2-[4-[(9S)-4,5,13-trimethyl-9-(oxazol-2-ylmethyl)-3-thia-1,8,11,12-tetrazatricyclo[8.3.0.02,6]trideca-2(6),4,7,10,12-pentaen-7-yl]phenyl]ethynyl]piperidine-1-carboxylate